FC(C1=C(C=CC=C1)C1CCN(CC1)C(=O)C=1C2=C(NN1)CN(C2)C(CC)=O)(F)F 1-(3-(4-(2-(Trifluoromethyl)phenyl)piperidin-1-carbonyl)pyrrolo[3,4-c]pyrazol-5(1H,4H,6H)-yl)propan-1-one